CC1=C(C=CC=C1)C1=CC(=C(C=C1)N1C[C@H](CC1)OC1=NC=C(C=C1)C(F)(F)F)C#N (S)-2'-methyl-4-(3-(5-(trifluoromethyl)pyridin-2-yloxy)pyrrolidin-1-yl)biphenyl-3-carbonitrile